C(C)N1C(=NC2=C1C=C(C(=C2)C#CC2=NN(C(=C2C(=O)N)NC)[C@@H]2CN([C@H](C2)COC)C(C=C)=O)F)C 3-[2-(1-ethyl-6-fluoro-2-methyl-1,3-benzodiazol-5-yl)ethynyl]-1-[(3s,5r)-5-(methoxymethyl)-1-(prop-2-enoyl)pyrrolidin-3-yl]-5-(methylamino)pyrazole-4-carboxamide